The molecule is an organic sodium salt comprising equal numbers of sodium and glycolate ions. It has a role as a keratolytic drug. It contains a glycolate. C(C(=O)[O-])O.[Na+]